3-bromo-N-(2-methoxyphenyl)butanamide BrC(CC(=O)NC1=C(C=CC=C1)OC)C